C(C)S(=O)(=O)OC1=C(C=CC=C1)NC(=O)NC1=CC(=CC=C1)OS(=O)(=O)CC N-[2-(ethanesulfonyloxy)phenyl]-N'-[3-(ethanesulfonyloxy)phenyl]urea